FC(C1=CN=C2N1C=C(C=C2)C2=CNC=1N=C(N=CC12)NC1=CC=NC=C1)F 5-(3-(difluoromethyl)imidazo[1,2-a]pyridin-6-yl)-N-(pyridin-4-yl)-7H-pyrrolo[2,3-d]pyrimidin-2-amine